(3R)-3-[3-(benzyloxycarbonylamino)-2-chlorophenyl]-3-({(Z)-N'-tert-butoxy-carbonyl-N-[(2S,6R)-2,6-dimethyltetrahydropyran-4-yl]amidino}amino)-butyric acid methyl ester COC(C[C@@](C)(N\C(\NC1C[C@@H](O[C@@H](C1)C)C)=N/C(=O)OC(C)(C)C)C1=C(C(=CC=C1)NC(=O)OCC1=CC=CC=C1)Cl)=O